COCCNCC N-(2-methoxyethyl)ethylamine